1,2-difluoro-4,5-dinitro-benzene FC1=C(C=C(C(=C1)[N+](=O)[O-])[N+](=O)[O-])F